CC1=C(C=C(C=C1)C)N(C(=O)C1CC1)C N-(2,5-dimethylphenyl)-N-methylcyclopropanecarboxamide